(1R,4S)-(-)-2-aza-bicyclo[2.2.1]Hept-5-en-3-one [C@H]12NC([C@H](C=C1)C2)=O